Perfluoroallylether FC(C(=C(F)F)F)(F)OC(C(=C(F)F)F)(F)F